bis(2-{(4-methoxybenzyl)(4-dimethylaminobenzyl)aminocarbonyloxyethoxy} ethyl) 2,6-pyridinedicarboxylate N1=C(C=CC=C1C(=O)OCCOCC(OC(=O)NCC1=CC=C(C=C1)N(C)C)CC1=CC=C(C=C1)OC)C(=O)OCCOCC(OC(=O)NCC1=CC=C(C=C1)N(C)C)CC1=CC=C(C=C1)OC